1-isopropyl-8-(8-(3-methyl-1,2,4-oxadiazol-5-yl)-8-azabicyclo[3.2.1]oct-3-yl)-2,8-diazaspiro[4.5]decan-3-one C(C)(C)C1NC(CC12CCN(CC2)C2CC1CCC(C2)N1C1=NC(=NO1)C)=O